4-bromo-2,6-difluoro-phenylamine BrC1=CC(=C(C(=C1)F)N)F